CC(CC(C)(C)C)(C)C1=CC=C(C=C1)NC1=CC=C(C=C1)C(CC(C)(C)C)(C)C Bis(4-(1,1,3,3-tetramethylbutyl)phenyl)amin